12-oxo-eicosatetraenoic acid O=C(CCC=CC=CC=CC=CC(=O)O)CCCCCCCC